O.S(=O)(=O)([O-])[O-].[Cu+2] copper sulphate, monohydrate